C1(=CC=C(C=C1)C1=NC(=CN(N1)Cl)C1=CC=CC=C1)C1=CC=CC=C1 2-([1,1'-biphenyl]-4-yl)-4-chloro-6-phenyl-1,3,4-triazine